FC(C1CN(C1)[C@@H]1CC[C@H](CC1)N)(F)F trans-4-[3-(trifluoromethyl)azetidin-1-yl]cyclohexanamine